Benzyl (2R,4R)-4-ethoxy-2-formylpyrrolidine-1-carboxylate C(C)O[C@@H]1C[C@@H](N(C1)C(=O)OCC1=CC=CC=C1)C=O